C12NCCNC2CC1 2,5-diazabicyclo[4.2.0]octane